4-(4-((4-Amino-2-butoxy-6-carbamoyl-7H-pyrrolo[2,3-d]pyrimidin-7-yl)methyl)-3-methoxybenzyl)piperazine-1-carboxylic acid tert-butyl ester C(C)(C)(C)OC(=O)N1CCN(CC1)CC1=CC(=C(C=C1)CN1C(=CC2=C1N=C(N=C2N)OCCCC)C(N)=O)OC